N'-((1,2,3,5,6,7-hexahydro-s-indacen-4-yl)carbamoyl)-4-(pyrrolidin-2-yl)benzenesulfonimidamide C1CCC2=C(C=3CCCC3C=C12)NC(=O)N=S(=O)(N)C1=CC=C(C=C1)C1NCCC1